1-[2-(2-chlorophenyl)-3-(4-chlorophenyl)-5-[(2S)-2-(hydroxymethyl)pyrrolidin-1-yl]pyrazolo[1,5-a]pyrimidin-7-yl]-4-isopropoxy-piperidine-4-carboxamide ClC1=C(C=CC=C1)C1=NN2C(N=C(C=C2N2CCC(CC2)(C(=O)N)OC(C)C)N2[C@@H](CCC2)CO)=C1C1=CC=C(C=C1)Cl